C1(CC1)C=1C=C(C(=O)N=C2NCCN2)C=CC1NC1=C(C(=CC=C1)C(NC1CC1)=O)C(F)(F)F 3-cyclopropyl-4-{[3-(cyclopropylcarbamoyl)-2-(trifluoromethyl)phenyl]amino}-N-[imidazolidin-2-ylidene]benzamide